N-methyl-N-4-fluorophenylformamide CN(C=O)C1=CC=C(C=C1)F